1-(5-bromothiophen-3-yl)ethane-1-one BrC1=CC(=CS1)C(C)=O